Cl.N[C@@H]1CN(CC1)CCC=1C=CC(=C(C#N)C1)OCC (S)-5-(2-(3-aminopyrrolidin-1-yl)ethyl)-2-ethoxybenzonitrile hydrochloride